2-methyl-3-[ethyl-(tetrahydro-2H-pyran-4-yl)amino]-5-bromobenzoic acid methyl ester COC(C1=C(C(=CC(=C1)Br)N(C1CCOCC1)CC)C)=O